ClP1(OCC2(CO1)COP(OC2)(Cl)=O)=O 3,9-dichloro-2,4,8,10-tetraoxa-3,9-diphosphaspiro[5.5]undecane 3,9-dioxide